C(C)(C)(C)OC(=O)N1C=2N(CCC1)N=C(C2)Br.FC2=NC(=C(C=C2)Cl)F 2,6-difluoro-5-chloropyridine tert-butyl-2-bromo-6,7-dihydropyrazolo[1,5-a]pyrimidine-4(5H)-carboxylate